3-chloro-2-(tolylmethyl)aniline-d ClC=1C(=C(N[2H])C=CC1)CC1=C(C=CC=C1)C